C(C)(C)(C)OC(=O)N1[C@@]2(C(N([C@H](C1)C2)CC2=CC(=CC(=C2)OC)OC)=O)COCC2=CC=CC=C2 (1R,4S)-1-((benzyloxy)methyl)-5-(3,5-dimethoxybenzyl)-6-oxo-2,5-diazabicyclo[2.2.1]Heptane-2-carboxylic acid tert-butyl ester